diethoxy(methyl)fluorosilane C(C)O[Si](F)(C)OCC